4-(2-((5-nitrothiazol-2-yl)thio)thiazol-4-yl)-N-(pent-4-yn-1-yl)benzamide [N+](=O)([O-])C1=CN=C(S1)SC=1SC=C(N1)C1=CC=C(C(=O)NCCCC#C)C=C1